4-ferrocenyl-2,6,6-trimethyl-1,5,6,7-tetrahydro-s-indacen [C-]1(C=CC=C1)C1=C2C=C(CC2=CC=2CC(CC12)(C)C)C.[CH-]1C=CC=C1.[Fe+2]